C(#N)C1=C(C=CC=C1)[C@@H]([C@@H](C)C=1N(C(C(=C(N1)C(=O)NC=1C=NOC1)O)=O)C)C=1C(=NN(C1)C)C(F)(F)F 2-((1r,2r)-1-(2-cyanophenyl)-1-(1-methyl-3-(trifluoromethyl)-1H-pyrazol-4-yl)propan-2-yl)-5-hydroxy-N-(isoxazol-4-yl)-1-methyl-6-oxo-1,6-dihydropyrimidine-4-carboxamide